N-(5-cyclopentyl-3-fluoropyridin-2-yl)-2-[(1-methyl-1H-1,2,3,4-tetrazol-5-yl)sulfanyl]-5-nitrobenzamide C1(CCCC1)C=1C=C(C(=NC1)NC(C1=C(C=CC(=C1)[N+](=O)[O-])SC1=NN=NN1C)=O)F